2-[4-[4-[[(3R)-2,6-dioxo-3-piperidinyl]amino]phenyl]-1-piperidinyl]acetic acid trifluoroacetate FC(C(=O)O)(F)F.O=C1NC(CC[C@H]1NC1=CC=C(C=C1)C1CCN(CC1)CC(=O)O)=O